C(C1=CC=CC=C1)N1C(=NC2=NC=C(C=C21)C=2C(=NOC2C)C)C(=O)NC 1-benzyl-6-(3,5-dimethylisoxazol-4-yl)-N-methyl-1H-imidazo[4,5-b]pyridine-2-carboxamide